CN(C(CN)C1=CC=CC=C1)C N1,N1-dimethyl-1-phenylethane-1,2-diamine